4-[3,5-dimethoxy-4-(piperazin-1-ylmethyl)phenyl]-6-methyl-1H-pyrazolo[3,4-c]Pyridin-7-one COC=1C=C(C=C(C1CN1CCNCC1)OC)C=1C2=C(C(N(C1)C)=O)NN=C2